(1-(difluoromethyl)-1H-pyrazol-4-yl)-4-(6-(6-(4-ethynylbenzyl)-3,6-diazabicyclo[3.1.1]heptan-3-yl)pyridin-3-yl)-2-fluoropyrazole FC(N1N=CC(=C1)C=1N(N=CC1C=1C=NC(=CC1)N1CC2N(C(C1)C2)CC2=CC=C(C=C2)C#C)F)F